ButylParaben C(CCC)OC(=O)C1=CC=C(O)C=C1